C(C(C)C)C1=C(C(=C(S1)S(=O)(=O)NC([O-])=O)C1=CC=C(C=C1)CN1C(=NC=C1)C(F)(F)F)C (5-isobutyl-4-methyl-3-(4-((2-(trifluoromethyl)-1H-imidazol-1-yl)methyl)phenyl)thiophene-2-yl)sulfonylcarbamate